NC=1C(NC2=C(C(=C(N=C2C1C1=C2C=NNC2=C(C=C1)F)C)C)Cl)=O 3-Amino-8-chloro-4-(7-fluoro-1H-indazol-4-yl)-6,7-dimethyl-1H-1,5-naphthyridin-2-one